N'-carbamothioyl-N,N-dimethylformimidamide C(N)(=S)N=CN(C)C